N,N-dimethyl-3-(methylamino)propanamide CN(C(CCNC)=O)C